NC=1C=2N(C3=CC(=C(C=C3N1)F)C(=O)N(C1C(OC3=C1C=CC(=C3)C(F)(F)F)C)C)C=NC2 4-amino-7-fluoro-N-methyl-N-(2-methyl-6-(trifluoromethyl)-2,3-dihydrobenzofuran-3-yl)imidazo[1,5-a]quinoxaline-8-carboxamide